2-(2-chloro-4-methylbenzo[d]thiazol-6-yloxy)ethylcarbamic acid tert-butyl ester C(C)(C)(C)OC(NCCOC1=CC2=C(N=C(S2)Cl)C(=C1)C)=O